FC1=C(C=CC(=C1)CNC([C@H](C)NC(=O)[C@@H]1NC[C@H](C1)C1=CC=CC=C1)=O)C(=N)NC(OCC1=CC=CC=C1)=O benzyl ((2-fluoro-4-(((S)-2-((2R,4R)-4-phenylpyrrolidine-2-carboxamido)propanamido)methyl)phenyl)(imino)methyl)carbamate